C(C1=CC=CC=C1)(=O)O[C@@H](C(=O)F)[C@H](OC(C1=CC=CC=C1)=O)[C@@H](OC(C1=CC=CC=C1)=O)[C@@H](O)C 2,3,4-tri-O-benzoyl-1-fluoro-rhamnose